2,5-bis[(2-oxiranylmethoxy)methyl]furan O1C(C1)COCC=1OC(=CC1)COCC1OC1